monoethyl 3,5-di-t-butyl-4-hydroxybenzylphosphonate C(C)(C)(C)C=1C=C(CP(OCC)([O-])=O)C=C(C1O)C(C)(C)C